[OH-].C(CCCC)[N+](CC)(CCCCC)CCCCC tri-n-amyl-monoethylammonium hydroxide